4-((5-Bromo-4-chloro-1H-pyrrolo[2,3-b]pyridin-2-yl)methyl)morpholine BrC=1C(=C2C(=NC1)NC(=C2)CN2CCOCC2)Cl